(1-((5-Bromo-2-cyano-3-(methylthio)phenoxy)methyl)cyclohexyl)-carbamic acid tert-butyl ester C(C)(C)(C)OC(NC1(CCCCC1)COC1=C(C(=CC(=C1)Br)SC)C#N)=O